C(C=C)(=O)OCCN1C(NCC1)=O N-(2-acryloyloxyethyl)imidazolin-2-one